N-(5-(1-(4-ethylphenyl)-1H-pyrazol-4-yl)-1H-indol-3-yl)cyclopropanesulfonamide C(C)C1=CC=C(C=C1)N1N=CC(=C1)C=1C=C2C(=CNC2=CC1)NS(=O)(=O)C1CC1